[Br-].C(C=C)N1C(=[N+](C=C1)C)C 1-allyl-2,3-dimethylimidazolium bromide